3-(difluoromethyl)-5,8,8-trimethyl-6-oxo-5-phenyl-5,6,7,8,9,10-hexahydrobenzo[b][1,8]naphthyridine-4-carbonitrile FC(C1=C(C=2C(C3=C(NC2N=C1)CC(CC3=O)(C)C)(C3=CC=CC=C3)C)C#N)F